C1(CC1)C1=CC=C(C=N1)C(C)N1N=C(C2=C1N=C(NC2=O)C2C(CC2)C2=NC=CC=N2)C#N 1-(1-(6-cyclopropylpyridin-3-yl)ethyl)-4-oxo-6-(2-(pyrimidin-2-yl)cyclobutyl)-4,5-dihydro-1H-pyrazolo[3,4-d]pyrimidine-3-carbonitrile